1,2,3,4,5-pentaphenylimidazolium tetrafluoroborate F[B-](F)(F)F.C1(=CC=CC=C1)N1C(=[N+](C(=C1C1=CC=CC=C1)C1=CC=CC=C1)C1=CC=CC=C1)C1=CC=CC=C1